(S)-N-((1H-pyrrolo[3,2-c]pyridin-2-yl)methyl)-1-((2-fluoro-3-(p-tolyloxy)benzoyl)glycyl)-4,5-dihydro-1H-pyrazole-5-carboxamide N1C(=CC=2C=NC=CC21)CNC(=O)[C@@H]2CC=NN2C(CNC(C2=C(C(=CC=C2)OC2=CC=C(C=C2)C)F)=O)=O